ClC1=CC=C(C=C1)C1=CC(=NC(=N1)C=1C=NC=CC1)N1CC(C(CC1)O)N(C)C (6-(4-chlorophenyl)-2-(pyridin-3-yl)pyrimidin-4-yl)-3-(dimethylamino)piperidin-4-ol